Cl.O1CCC2=C1C(=CC=C2)S(=O)(=O)N2C=C(C=C2C2=C(C=CC=C2)F)CNC {[1-(2,3-dihydro-1-benzofuran-7-sulfonyl)-5-(2-fluorophenyl)-1H-pyrrol-3-yl]methyl}(methyl)amine hydrochloride